ClC1=CNC2=NC=CC(=C21)OC2=C(C=C(C=C2F)NC=2NCC(CN2)C)F N-{4-[(3-chloro-1H-pyrrolo[2,3-b]pyridin-4-yl)oxy]-3,5-difluorophenyl}-5-methyl-1,4,5,6-tetrahydropyrimidin-2-amine